disulfanediylbis(ethane-2,1-diyl) dimethanesulfonate CS(=O)(=O)OCCSSCCOS(=O)(=O)C